COC(=O)N1CC(C1)C1=NC(=NO1)C1=C(C(=C(C(=C1)F)C)[N+](=O)[O-])F 3-(3-(2,5-difluoro-4-methyl-3-nitrophenyl)-1,2,4-oxadiazol-5-yl)azetidine-1-carboxylic acid methyl ester